(2S)-4-[(4S,5S)-5-(3-bromophenyl)-4-methyl-4,5-dihydro-1,3-oxazol-2-yl]-1-[N2-cyclohexyl-N6-(methylsulfonyl)-D-lysyl]-N-(thiophen-2-ylmethyl)piperazine-2-carboxamide BrC=1C=C(C=CC1)[C@H]1[C@@H](N=C(O1)N1C[C@H](N(CC1)C([C@H](NC1CCCCC1)CCCCNS(=O)(=O)C)=O)C(=O)NCC=1SC=CC1)C